N-((((R)-1-((tert-butoxycarbonyl)amino)propan-2-yl)oxy)carbonyl)-O-(trans-3-(2-(5,6,7,8-tetrahydro-1,8-naphthyridin-2-yl)ethyl)cyclobutyl)homoserine C(C)(C)(C)OC(=O)NC[C@@H](C)OC(=O)N[C@@H](CCO[C@@H]1C[C@H](C1)CCC1=NC=2NCCCC2C=C1)C(=O)O